ClC=1C(=C(C(=C(C1)C(C)N1N=C(C=2C1=NC=NC2)C)OC)C2CN(C2)C(C)C)C 1-{1-[5-Chloro-3-(1-isopropylazetidin-3-yl)-2-methoxy-4-methylphenyl]ethyl}-3-methyl-1H-pyrazolo[3,4-d]pyrimidin